C(C)(C)(C)OC(=O)N1CCC(CC1)NC=1C=C2C=CC=NC2=C(C1)C 4-((8-Methylquinolin-6-yl)amino)piperidine-1-carboxylic acid tert-butyl ester